C(C)(C)(C)OC(=O)N1CCCC2=CC=C(N=C12)C[C@@H]1C[C@H](C1)C(NC[C@@H](C(=O)OCC)N)=O 7-((Trans-3-(((S)-2-amino-3-ethoxy-3-oxopropyl)carbamoyl)cyclobutyl)-methyl)-3,4-dihydro-1,8-naphthyridine-1(2H)-carboxylic acid tert-butyl ester